5-chloro-6,7-dihydroxy-8-methyl-3,4-dihydroisoquinolin-1(2H)-one ClC1=C2CCNC(C2=C(C(=C1O)O)C)=O